N=1N=CN2C1CNC=1C3=C(C=CC21)OCC3 7,8,9,10-tetrahydro-6-oxa-1,2,3a,9-tetraaza-dicyclopenta[a,f]naphthalene